tert-butyl 3-((3-nitropyridin-4-yl)amino)azetidine-1-carboxylate [N+](=O)([O-])C=1C=NC=CC1NC1CN(C1)C(=O)OC(C)(C)C